CC(C(C)C1=NC2=CC=CC=C2C=C1)OC([C@H](C)NC(=O)C1=NC=CC(=C1O)OC)=O.C(C)(=O)N(C(C(=C)C)=O)C(=C)C1=C(C=CC=C1)Br N-acetyl-N-(1-(2-bromophenyl)vinyl)methacrylamide [1-methyl-2-(2-quinolyl)propyl](2S)-2-[(3-hydroxy-4-methoxy-pyridine-2-carbonyl)amino]propanoate